[Bis(dimethylamino)methylene]-1H-1,2,3-triazolo[4,5-b]pyridinium 3-oxide hexafluorophosphate F[P-](F)(F)(F)(F)F.CN(C)C(N(C)C)=[N+]1N=[N+](C2=NC=CC=C21)[O-]